ClC1=CC=C(C=C1)C1=NN(C[C@H]1C1=CC=CC=C1)\C(\N[C@H]1CN(CC1)S(N)(=O)=O)=N/S(=O)(=O)C1=CC=C(C=C1)Cl (R,Z)-3-(4-chlorophenyl)-N'-((4-chlorophenyl)sulfonyl)-4-phenyl-N-((R)-1-sulfamoylpyrrolidin-3-yl)-4,5-dihydro-1H-pyrazole-1-carboximidamide